FC=1C=C(C=C(C1)F)[C@@H]1CC=NN1C(=O)N1CCN(CC1)C1=NC(=C(C=C1)F)C1=C(C=NN1C)C (S)-(5-(3,5-difluorophenyl)-4,5-dihydro-1H-pyrazol-1-yl)(4-(6-(1,4-dimethyl-1H-pyrazol-5-yl)-5-fluoropyridin-2-yl)piperazin-1-yl)methanone